2-methoxy-4-(3-methylsiloxy-3-butenyl)-phenoxytrimethylsilane COC1=C(O[Si](C)(C)C)C=CC(=C1)CCC(=C)O[SiH2]C